(R)-4-((3S,8S,9S,10R,13R,14S,17R)-3-hydroxy-10,13-dimethyl-2,3,4,7,8,9,10,11,12,13,14,15,16,17-tetradecahydro-1H-cyclopenta[a]phenanthren-17-yl)-N-methoxy-N-methylpentanamide O[C@H]1CC[C@@]2([C@H]3CC[C@@]4([C@H](CC[C@H]4[C@@H]3CC=C2C1)[C@@H](CCC(=O)N(C)OC)C)C)C